N'-(4-(p-tolyl)phenyl)oxamide C1(=CC=C(C=C1)C1=CC=C(C=C1)NC(C(N)=O)=O)C